(3S,4R)-4-{[6-cyano-5-fluoro-7-(3-fluoro-3-methylbutan-2-yl)pyrrolo[2,1-f][1,2,4]triazin-2-yl]amino}oxan-3-yl acetate C(C)(=O)O[C@@H]1COCC[C@H]1NC1=NN2C(C=N1)=C(C(=C2C(C)C(C)(C)F)C#N)F